(S)-N-(5-bromo-3-oxo-2,3-dihydro-1H-inden-1-yl)acetamide BrC=1C=C2C(C[C@@H](C2=CC1)NC(C)=O)=O